2-chloro-4-ethoxy-5-(1-methyl-1H-pyrazol-4-yl)pyridine ClC1=NC=C(C(=C1)OCC)C=1C=NN(C1)C